methyltritylphosphonium bromide [Br-].C[PH2+]C(C1=CC=CC=C1)(C1=CC=CC=C1)C1=CC=CC=C1